N-(2-fluoro-4-((1-(6-methylpyridin-3-yl)-1H-pyrazol-3-yl)oxy)phenyl)-6-(piperidin-4-oxy)quinazolin-4-amine trifluoroacetate FC(C(=O)O)(F)F.FC1=C(C=CC(=C1)OC1=NN(C=C1)C=1C=NC(=CC1)C)NC1=NC=NC2=CC=C(C=C12)OC1CCNCC1